FC=1C(=C(C=CC1F)[C@H]1[C@@H](O[C@H](C1)C(F)(F)F)C(=O)NC1=CC(=NC=C1)C(=O)OC)OC |r| methyl rac-(2R,3S,5R)-4-[[3-(3,4-difluoro-2-methoxy-phenyl)-5-(trifluoromethyl)tetrahydrofuran-2-carbonyl]amino]pyridine-2-carboxylate